N=1C=CN2C1C=NC=C2N Imidazo[1,2-a]pyrazin-5-amine